Cl.N1CCC(CC1)N1CCOCC1 4-(Piperidin-4-yl)morpholine hydrochloride